N-(5-dimethylamino-2-thenoyl)-L-glutamic acid CN(C1=CC=C(S1)C(=O)N[C@@H](CCC(=O)O)C(=O)O)C